NC1=NC(=NC(=N1)O)O 6-amino-dihydroxy-1,3,5-triazine